2-[6-[2-[6-[(8-chloro-2-methyl-1-oxo-5-isoquinolyl)oxy]-2-azaspiro[3.3]heptan-2-yl]ethylamino]-5-fluoro-indazol-1-yl]acetamide ClC=1C=CC(=C2C=CN(C(C12)=O)C)OC1CC2(CN(C2)CCNC2=C(C=C3C=NN(C3=C2)CC(=O)N)F)C1